BrC=1C=C(COC=2C=C(OC=3C=C(C=C(C3)C)O)C=C(C2)C)C=CC1 3-[3-((3-bromobenzyl)oxy)-5-methylphenoxy]-5-methylphenol